3,4-Dimethyl-3-(2,2,3,3,4,4,5,5,5-nonafluoropentyl)-1,5-diphenyl-1,3-dihydro-2H-pyrrol-2-one CC1(C(N(C(=C1C)C1=CC=CC=C1)C1=CC=CC=C1)=O)CC(C(C(C(F)(F)F)(F)F)(F)F)(F)F